chromium alloyl-copper nickel [Ni].C(C=C)(=O)[Cu].[Cr]